(S)-8-(2-amino-6-((R)-1-(5-chloro-3'-(N-methylsulfamoyl)-[1,1'-biphenyl]-2-yl)-2,2,2-trifluoroethoxy)pyrimidin-4-yl)-2,8-diazaspiro[4.5]decane-3-carboxylic acid NC1=NC(=CC(=N1)N1CCC2(C[C@H](NC2)C(=O)O)CC1)O[C@@H](C(F)(F)F)C1=C(C=C(C=C1)Cl)C1=CC(=CC=C1)S(NC)(=O)=O